3,5-dichloro-N-(spiro[2.2]pentan-1-ylmethyl)aniline ClC=1C=C(NCC2CC23CC3)C=C(C1)Cl